1-ethyl-3-methylimidazolium ethyl-sulfate salt C(C)OS(=O)(=O)[O-].C(C)N1C=[N+](C=C1)C